3-(methacryloyloxy)propylmethyldiethoxysilane C(C(=C)C)(=O)OCCC[Si](OCC)(OCC)C